1-(pyrimidin-2-yl)cyclopropane-1-amine hydrochloride Cl.N1=C(N=CC=C1)C1(CC1)N